C12CN(CC(N1)C2)C=2OC1=C(N2)C(=CC=C1C1=NC=CC=C1)OC(CO)(F)F 2-((2-(3,6-diazabicyclo[3.1.1]heptan-3-yl)-7-(pyridin-2-yl)benzo[d]oxazol-4-yl)oxy)-2,2-difluoroethan-1-ol